N-octylphenyl-2-naphthylamine C(CCCCCCC)N(C1=CC2=CC=CC=C2C=C1)C1=CC=CC=C1